1-(perfluorobutyl)pentane FC(C(C(C(F)(F)F)(F)F)(F)F)(CCCCC)F